[Se]1C2=C(C=C1B(O)O)C(=C(C(=C2[2H])[2H])[2H])[2H] (benzo[b]selenophen-2-yl-4,5,6,7-d4)boronic acid